C1(CC1)N1N=CC(=C1)C=1C(=C(C(=CC1)O)N1CC(NS1(=O)=O)=O)F 5-(3-(1-cyclopropyl-1H-pyrazol-4-yl)-2-fluoro-6-hydroxyphenyl)-1,2,5-thiadiazolidin-3-one 1,1-dioxide